(R*)-(5,6-dihydrobenzo[6,7]oxepino[2,3-c]pyridin-5-yl)methanamine C1=NC=CC2=C1OC1=C(C[C@H]2CN)C=CC=C1 |o1:10|